NCC1(CCN(CC1)C1=NN2C(S1)=NC=C2C2=C(C(=CC=C2)F)OC)O 4-(aminomethyl)-1-(5-(3-fluoro-2-methoxyphenyl)imidazo[2,1-b][1,3,4]thiadiazol-2-yl)piperidin-4-ol